2-(2-(5-bromopyridin-2-yloxy)ethoxy)pentanal BrC=1C=CC(=NC1)OCCOC(C=O)CCC